(4-fluoro-N-[5-(4-methoxybenzoyl)-4-methyl-thiazol-2-yl]anilino)propanamide nickel-iron-chromium aluminum [Al].[Cr].[Fe].[Ni].FC1=CC=C(N(C=2SC(=C(N2)C)C(C2=CC=C(C=C2)OC)=O)C(C(=O)N)C)C=C1